ClC1=NC=C(C(=C1)NCC(C)C)[N+](=O)[O-] 2-Chloro-N-isobutyl-5-nitropyridin-4-amine